benzyl 4-(4-((4-(ethylsulfonyl)benzyl)carbamoyl)phenyl)-2,3-dihydro-1H-pyrrole-1-carboxylate C(C)S(=O)(=O)C1=CC=C(CNC(=O)C2=CC=C(C=C2)C=2CCN(C2)C(=O)OCC2=CC=CC=C2)C=C1